(1R,2R,3S,9aR)-9a-(hydroxymethyl)octahydro-1H-quinolizine-1,2,3-triol OC[C@]12CCCCN2C[C@@H]([C@H]([C@@H]1O)O)O